(2R,3S,4R,SR)-4-[[3-[2-methoxy-6-(trifluoromethyl)-3-pyridyl]-4,5-dimethyl-5-(trifluoromethyl)tetrahydrofuran-2-carbonyl]amino]pyridine-2-carboxamide COC1=NC(=CC=C1[C@H]1[C@@H](O[C@@]([C@@H]1C)(C(F)(F)F)C)C(=O)NC1=CC(=NC=C1)C(=O)N)C(F)(F)F |&1:11|